FC=1C=C(C=CC1O)C(C)=O 1-(3-fluoro-4-hydroxyphenyl)ethan-1-one